6-[6-(Difluoromethyl)pyridin-3-yl]-2-(3-fluorophenyl)-N-[(2R)-3-hydroxy-3-methylbutan-2-yl]-3-oxo-2,3-dihydropyridazin-4-carboxamid FC(C1=CC=C(C=N1)C=1C=C(C(N(N1)C1=CC(=CC=C1)F)=O)C(=O)N[C@H](C)C(C)(C)O)F